(S)-2-amino-N-methyl-propionamide hydrochloride Cl.N[C@H](C(=O)NC)C